(2S)-2-[2-[1-(2,6-dioxo-3-piperidyl)-3-methyl-2-oxo-benzoimidazol-4-yl]ethynyl]morpholine-4-carboxylic acid tert-butyl ester C(C)(C)(C)OC(=O)N1C[C@@H](OCC1)C#CC1=CC=CC=2N(C(N(C21)C)=O)C2C(NC(CC2)=O)=O